(Z)-3-amino-N-((1,2,3,5,6,7-hexahydro-s-indacen-4-yl)carbamoyl)prop-1-ene-1-sulfonamide 2,2,2-trifluoroacetate FC(C(=O)O)(F)F.NC\C=C/S(=O)(=O)NC(NC1=C2CCCC2=CC=2CCCC12)=O